C12(CC(C1)C2)CCO 2-(bicyclo[1.1.1]pentan-1-yl)ethan-1-ol